C(#N)[C@H]1N(CCC1)C(CN1C[C@H](CC1)NC(=O)C1=COC2=C1C=C(C=C2)F)=O N-((S)-1-(2-((S)-2-cyanopyrrolidin-1-yl)-2-oxoethyl)pyrrolidin-3-yl)-5-fluorobenzofuran-3-carboxamide